ClC1=C(C(=CC(=C1)F)F)NC=1N(C2=NC(=NC=C2N1)N[C@H]1[C@@H](COCC1)F)C1CCC(CC1)(C(=O)N)C (1S,4s)-4-(8-(2-chloro-4,6-difluorophenylamino)-2-((3S,4R)-3-fluorotetrahydro-2H-pyran-4-ylamino)-9H-purin-9-yl)-1-methylcyclohexanecarboxamide